(S)-3-(5-(3,5-difluorophenyl)-3-oxo-6,7-dihydro-3H-pyrrolo[2,1-c][1,2,4]triazol-2(5H)-yl)-2,2-difluorobicyclo[1.1.1]pentane-1-carbonitrile FC=1C=C(C=C(C1)F)[C@@H]1CCC2=NN(C(N21)=O)C21C(C(C2)(C1)C#N)(F)F